(3E)-5-Hydroxy-4-oxo-3-(phenylhydrazinyliden)naphthalen OC1=C2C(/C(/C=CC2=CC=C1)=N/NC1=CC=CC=C1)=O